ClC1=[N+](C=CC=C1OC1=C(C=CC=C1)[N+](=O)[O-])[O-] 2-chloro-3-(2-nitrophenoxy)pyridine-1-oxide